O=C(NCCOC)CCOCCOCCOCCOCCOCCOCCNC(CCCC(=O)O)=O 6,28-dioxo-2,9,12,15,18,21,24-heptaoxa-5,27-diazadotriacontan-32-oic Acid